L-aspartyl-L-2,5-dihydro-L-phenylalanine N[C@@H](CC(=O)O)C(=O)N[C@@H](CC=1CC=CCC1)C(=O)O